2-(bromomethyl)-1-(4-fluorophenoxy)-4-nitrobenzene BrCC1=C(C=CC(=C1)[N+](=O)[O-])OC1=CC=C(C=C1)F